C(C)OC(C(C)F)=O fluoropropionic acid ethyl ester